3-Amino-7-chloro-4-(methylamino)-1-phenylquinolin-2(1H)-one NC=1C(N(C2=CC(=CC=C2C1NC)Cl)C1=CC=CC=C1)=O